6-ethyl-5,6-dihydro-4H-pyrazolo[1,5-d][1,4]diazepin C(C)N1C=CN2C(CC1)=CC=N2